4-Amino-N-cyclopropyl-8-[4-(difluoromethoxy)-3-pyridyl]-2-oxo-1H-quinoline-3-carboxamide NC1=C(C(NC2=C(C=CC=C12)C=1C=NC=CC1OC(F)F)=O)C(=O)NC1CC1